(R)-N-(3-(1-((2-amino-5-(1-methyl-1H-pyrazol-4-yl)pyridin-3-yl)oxy)ethyl)phenyl)-3,5-dimethylbenzamide NC1=NC=C(C=C1O[C@H](C)C=1C=C(C=CC1)NC(C1=CC(=CC(=C1)C)C)=O)C=1C=NN(C1)C